3-cyclopropyl-5-iodobenzoic acid C1(CC1)C=1C=C(C(=O)O)C=C(C1)I